O=C1NC(CCC1N1C(C2=CC=CC(=C2C1)CCCOCCOCCOCCOCCC(=O)O)=O)=O 3-[2-[2-[2-[3-[2-(2,6-dioxo-3-piperidyl)-1-oxo-isoindolin-4-yl]propoxy]ethoxy]ethoxy]ethoxy]propanoic acid